1,4,7,10-Tetraoxocyclododecan-8-En O=C1CCC(CCC(C=CC(CC1)=O)=O)=O